FC(C1=NNC(=C1)C(=O)N)(F)F 3-(trifluoro-methyl)-1H-pyrazole-5-carboxamide